C1=C(C=CC=2OC3=C(C21)C=CC=C3)C=3C=C(C=C(C3)C3=CC2=C(OC1=C2C=CC=C1)C=C3)N3C1=CC=CC=C1C=1C=CC=CC31 9-(3,5-bis(2-dibenzofuranyl)phenyl)-9H-carbazole